O(C#N)C1=C(C=C(C=C1)C1(C2=CC=CC=C2C=2C=CC=CC12)C1=CC(=C(C=C1)OC#N)C)C 9,9-bis(4-cyanato-3-methylphenyl)fluorene